(E)-N-(5-((4-(1H-pyrrolo[2,3-b]pyridin-1-yl)pyrimidin-2-yl)amino)-4-methoxy-2-methylphenyl)-4-(piperidin-1-yl)but-2-enamide N1(C=CC=2C1=NC=CC2)C2=NC(=NC=C2)NC=2C(=CC(=C(C2)NC(\C=C\CN2CCCCC2)=O)C)OC